6,6'-((1,4,9,11-Tetraazabicyclo[6.6.2]hexadecane-4,11-diyl)bis(methylene))dipicolinic acid N12CCN(CCCC(NCN(CCC1)CC1=CC=CC(=N1)C(=O)O)CC2)CC2=CC=CC(=N2)C(=O)O